N1(N=CC=C1)C1=CC=C(CC2=C3C(=NC(=C2)C(=O)OC)CCO3)C=C1 methyl 7-(4-(1H-pyrazol-1-yl) benzyl)-2,3-dihydrofuro[3,2-b]pyridine-5-carboxylate